4-[3-(3,3-difluoropyrrolidin-1-yl)propoxy]pyridin-2-amine FC1(CN(CC1)CCCOC1=CC(=NC=C1)N)F